F[C@H]1CN(CC1)C(=O)OC methyl (R)-3-fluoropyrrolidine-1-carboxylate